ClC=1C=C(C=CC1)C#CC1=NN=C2N1CCN(C2)C(=O)N(CC)CC 3-[2-(3-chlorophenyl)ethynyl]-N,N-diethyl-6,8-dihydro-5H-[1,2,4]triazolo[4,3-a]pyrazine-7-carboxamide